ClC=1C=C(C=CC1)C[C@H](C)NC[C@@H](COC1=CC=C(C=C1)N(S(=O)(=O)C)C)O |o1:8| N-(4-((S)-3-(((S) or (R)-1-(3-chlorophenyl)propan-2-yl)amino)-2-hydroxypropoxy)phenyl)-N-methylmethanesulfonamide